C1(CCCC1)NC=1C2=C(N=C(N1)NC1=CC=C(C3=C1OCCO3)C(=O)N3CCN(CC3)C3COC3)NC=C2C(F)(F)F (8-((4-(cyclopentyl-amino)-5-(trifluoromethyl)-7H-pyrrolo[2,3-d]pyrimidin-2-yl)amino)-2,3-dihydrobenzo[b][1,4]dioxin-5-yl)(4-(oxetan-3-yl)piperazin-1-yl)methanone